6-chloro-3-(2,3-dichlorophenyl)pyrazine-2-carbonitrile ClC1=CN=C(C(=N1)C#N)C1=C(C(=CC=C1)Cl)Cl